ClC1=NC=C(C(=C1)NC12CCC(CC1)(CC2)NC(OCCCl)=O)C(NC[C@H](C(C)(C)O)F)=O 2-Chloroethyl (R)-(4-((2-chloro-5-((2-fluoro-3-hydroxy-3-methylbutyl)carbamoyl)pyridin-4-yl)amino)bicyclo[2.2.2]octan-1-yl)carbamate